C(CC#C)C1=NNC(=NN1)C1=CC=CC=C1 3-(but-3-yn-1-yl)-6-phenyl-1,4-dihydro-1,2,4,5-tetrazine